FC1(CN(CC[C@H]1NC1=NN2C(C(=N1)OC)=C(C(=C2)F)C=2C=C(C=1N(C2)C(=CN1)C(=O)NC)F)C)F (R)-6-(2-((3,3-difluoro-1-methylpiperidin-4-yl)amino)-6-fluoro-4-methoxypyrrolo[2,1-f][1,2,4]triazin-5-yl)-8-fluoro-N-methylimidazo[1,2-a]pyridine-3-carboxamide